1-[4-[[3-[4-(difluoromethoxy)phenyl]imidazo[1,2-a]pyrazin-8-yl]amino]-2-methylbenzoyl]-4-(4-methylpiperazin-1-yl)piperidine-4-carboxamide FC(OC1=CC=C(C=C1)C1=CN=C2N1C=CN=C2NC2=CC(=C(C(=O)N1CCC(CC1)(C(=O)N)N1CCN(CC1)C)C=C2)C)F